S1CCNC=C1C(=O)O 3,4-dihydro-2H-1,4-thiazine-6-carboxylic acid